N-(2-ethyl-6-methyl-1,2,3,4-tetrahydronaphthalen-1-yl)-2-oxo-6-(trifluoromethyl)-1,2-dihydropyridine-3-carboxamide C(C)C1C(C2=CC=C(C=C2CC1)C)NC(=O)C=1C(NC(=CC1)C(F)(F)F)=O